4-(4-((1R,5S)-3,8-diazabicyclo[3.2.1]oct-3-yl)-2-(3-(dimethylamino)propoxy)-8-fluoroquinazolin-7-yl)naphthalen-2-ol [C@H]12CN(C[C@H](CC1)N2)C2=NC(=NC1=C(C(=CC=C21)C2=CC(=CC1=CC=CC=C21)O)F)OCCCN(C)C